C[Si](C#CC1=CSC2=C1N=CN=C2N2CCC(CC2)N)(C)C 1-[7-(2-trimethylsilylethynyl)thieno[3,2-d]pyrimidin-4-yl]-4-piperidinylamine